N-(1-(azetidin-1-ylmethyl)cyclopropyl)-2-fluoro-2-phenylpropanamide N1(CCC1)CC1(CC1)NC(C(C)(C1=CC=CC=C1)F)=O